triazatridecane-3-carbonitrile, hydrochloride Cl.NNN(CCCCCCCCCC)C#N